4-iodophenyl-magnesium bromide IC1=CC=C(C=C1)[Mg]Br